ClC=1C(=NC=CC1C1=NC(=C(C=C1)CNC[C@H]1NC(CC1)=O)OC)C=1C(=C(C=CC1)NC(C1=NC=C(C(=C1)OC)CN1CC(C1)COC)=O)C (S)-N-(3-(3'-chloro-6-methoxy-5-((((5-oxopyrrolidin-2-yl)methyl)amino)methyl)-[2,4'-bipyridin]-2'-yl)-2-methylphenyl)-4-methoxy-5-((3-(methoxymethyl)azetidin-1-yl)methyl)picolinamide